(1S,5R,7R)-6-(Cyclopropanecarbonyl)-7-ethynyl-3-(pyridin-2-yl)-3,6-diazabicyclo[3.2.1]octan-4-one C1(CC1)C(=O)N1[C@H]2C(N(C[C@@H]([C@@H]1C#C)C2)C2=NC=CC=C2)=O